OC1=C(C(=O)NN)C=C(C(=C1)C(=O)NN)O 2,5-dihydroxyterephthalic dihydrazide